OCCS(=O)(=O)O.C(CC)N(CCC)CCC tripropylamine 2-hydroxyethanesulfonic acid salt